BrC=1C=C(C=CC1)C(C1=CNC2=CC=C(C=C12)O)C1=CNC2=CC=C(C=C12)O 3,3'-((3-bromophenyl)-methylene)bis(1H-indol-5-ol)